ClC1=C(C(=CC=2C3=C(C=NC12)[C@H](N([C@H]3C)C(CO)=O)C(=O)N)OC)Cl (1S,3S)-6,7-dichloro-2-(2-hydroxyacetyl)-8-methoxy-1-methyl-2,3-dihydro-1H-pyrrolo[3,4-c]quinoline-3-carboxamide